tert-Butyl (1-(8-cyanopyrido[2,3-e][1,2,4]triazolo[4,3-a]pyrazin-4-yl)azetidin-3-yl)(methyl)carbamate C(#N)C1=CC2=C(N=C(C=3N2C=NN3)N3CC(C3)N(C(OC(C)(C)C)=O)C)N=C1